1-((R)-1-(Propanylsulfonyl)pyrrolidin-3-yl)-1,6-dihydroimidazo[4,5-d]pyrrolo[2,3-b]pyridine C(CC)S(=O)(=O)N1C[C@@H](CC1)N1C=NC=2C1=C1C(=NC2)NC=C1